[N+](=O)([O-])C=1C=C(C(=NC1)C(=O)N[C@H](C(=O)OCC)CCC(=O)OCC)C(F)(F)F 1,5-diethyl (2S)-2-([5-nitro-3-(trifluoromethyl)pyridin-2-yl]formamido)pentanedioate